C[SiH](OCC(CO[SiH](C)C)C)C 1,3-bis(dimethylsiloxy)-2-methylpropane